(R)-1-(6-(3-ethyl-1H-pyrrolo[2,3-b]pyridin-5-yl)-8-(morpholin-3-yl)-3,4-dihydroisoquinolin-2(1H)-yl)-2-hydroxyl-2-methylpropan-1-one C(C)C1=CNC2=NC=C(C=C21)C=2C=C1CCN(CC1=C(C2)[C@H]2NCCOC2)C(C(C)(C)O)=O